NC1=CC=C(C=C1)C=1N=C2N(C=CC=C2C(=O)N)C1 2-(4-aminophenyl)imidazo[1,2-a]pyridine-8-carboxamide